NC1=NC(=C2C(=N1)N(N=C2)CC2=C(C=C(C=C2F)[N+](=O)[O-])F)C=2C=C(C#N)C=CC2 3-[6-amino-1-[(2,6-difluoro-4-nitro-phenyl)methyl]pyrazolo[3,4-d]pyrimidine-4-yl]benzonitrile